(+-)-1-methoxy-3-hexanethiol COCC[C@@H](CCC)S |r|